C(CCCCCCCCCCC)(=O)NCCC(=O)O N-lauroyl-β-alanine